CC1(NC(=NC(=C1)C)NC=1C=C(C2=C(CCO2)C1)C1CCNCC1)N 4,6-dimethyl-N2-[7-(4-piperidinyl)-2,3-dihydrobenzofuran-5-yl]pyrimidine-2,4-diamine